C(C1=CC=CC=C1)OC1=C(C=CC(=C1)S(=O)(=O)C)C1=NN=C(C2=CC=C(C=C12)C)N[C@H]1CNCCC1 4-(2-benzyloxy-4-methylsulfonyl-phenyl)-6-methyl-N-[(3R)-3-piperidyl]phthalazin-1-amine